NC([C@@H](C[C@@H]1C(NCC1)=O)C(C(=O)N)(CC(C)C)NC(\C=C\C1=CC=CC=C1)=O)=O ((S)-2-amino-2-oxo-1-[[(3S)-2-oxopyrrolidin-3-yl]methyl]ethyl)-4-methyl-2-[[(E)-3-phenylprop-2-enoyl]amino]pentanamide